C(C)C(CO)(CO)CO 2-ethyl-2-hydroxymethyl-1,3-propanediol